CC1=CC=CC2=CC(=CC=C12)C1=C(C=CC=C1)C 1-methyl-6-(o-tolyl)naphthalene